F[C@@]12[C@]3(C=CC(C=C3CC[C@H]1[C@@H]1C[C@H]([C@](C(CO)=O)([C@]1(C[C@@H]2O)C)O)C)=O)C (11b,16a)-9-fluoro-11,17,21-trihydroxy-16-methyl-pregna-1,4-diene-3,20-dione